4-(1-carbamimidoyl-1,2,3,6-tetrahydro-pyridin-4-yl)-N-[4-(1-carbamimidoyl-1,2,3,6-tetrahydro-pyridin-4-yl)-3-fluoro-phenyl]-2-methyl-benzamide C(N)(=N)N1CCC(=CC1)C1=CC(=C(C(=O)NC2=CC(=C(C=C2)C=2CCN(CC2)C(N)=N)F)C=C1)C